COC1=CC=C(C=C1)C(OC[C@]1(O[C@H](CN(C1)C(CCCCCCCCCCCCCCC)=O)N1C(NC(C(=C1)C)=O)=O)CO[Si](C(C)C)(C(C)C)C(C)C)(C1=CC=CC=C1)C1=CC=C(C=C1)OC 1-[(2R,6S)-6-[[bis(4-methoxyphenyl)-phenyl-methoxy]methyl]-4-hexadecanoyl-6-(triisopropylsiloxymethyl)morpholin-2-yl]-5-methyl-pyrimidine-2,4-dione